ClC=1C=NC=C(C1N1N=CC(=C1C(F)(F)F)C(=O)N)Cl 1-(3,5-dichloropyridin-4-yl)-5-(trifluoromethyl)-1H-pyrazole-4-carboxamide